iron (II) palladium [Pd+2].[Fe+2]